NC(C(=O)O)\C=C\OCCNC(C)=O trans-2-amino-4-(2-acetamidoethoxy)-3-butenoic acid